5-(4-bromophenoxy)-4-methyl-thiazole-2-carboxamide BrC1=CC=C(OC2=C(N=C(S2)C(=O)N)C)C=C1